C(C)(C)N1N=CC(=C1)C1=CC(=NC=C1)N(C(=O)[C@@H]1CC[C@H](CC1)NC(OC1COC1)=O)CC12CCC(CC1)(CC2)C2=CC(=C(C=C2)OC)C (trans)-Oxetan-3-yl (4-((4-(1-isopropyl-1H-pyrazol-4-yl)pyridin-2-yl)((4-(4-methoxy-3-methylphenyl)bicyclo[2.2.2]octan-1-yl)methyl)carbamoyl)cyclohexyl)carbamate